F[C@@H]1[C@H](CN(CC1)C(=O)OC(C)(C)C)NC(C1=CC(=C(C(=C1)C(F)(F)F)NC)[N+](=O)[O-])=O tert-butyl (3S,4S)-4-fluoro-3-(4-(methylamino)-3-nitro-5-(trifluoromethyl)benzamido)piperidine-1-carboxylate